methyl (6-hydroxyfuro[2,3-c][1,2,4]triazolo[1,5-a]pyridine-5-carbonyl)glycinate OC=1C2=C(C=3N(C1C(=O)NCC(=O)OC)N=CN3)OC=C2